C1(CCCC1)[C@H](C)OC(=O)NC1=C(N=NN1C)C1=CC=C(C(=N1)C)NC(=O)C1CCCCC1 (1S,2S)-2-((6-(5-((((R)-1-Cyclopentylethoxy)carbonyl)amino)-1-methyl-1H-1,2,3-triazol-4-yl)-2-methylpyridin-3-yl)carbamoyl)cyclohexan